C1(CC1)C1=CC=C(CN2N=CC3=C(C=CC(=C23)C(=O)OC)C#CC)C=C1 methyl 1-(4-cyclopropylbenzyl)-4-(propane-1-yn-1-yl)-1H-indazole-7-carboxylate